OC1CCN(CC1)C1=C(C=C2C(=N1)N=C(O2)N2CCOCC2)C(=O)NC2=NC(=CC=C2)OC (4-Hydroxypiperidin-1-yl)-N-(6-methoxypyridin-2-yl)-2-morpholinooxazolo[4,5-b]pyridine-6-carboxamide